O[C@H]([C@H](CC(C1=CC=CC=C1)OC(N)=O)NC(C(C(NC1=CC(=CC=C1)C(F)(F)F)=O)C)=O)C#CC carbamic acid [(2S,3S)-3-hydroxy-2-[[2-methyl-1,3-dioxo-3-[[3-(trifluoromethyl)phenyl]amino]propyl]amino]4-hexynyl]-phenylmethylester